O(C1=CC=CC=C1)C1=CC=C(C=C1)C1=NC(=CC(=N1)N)N (4-phenoxyphenyl)pyrimidine-4,6-diamine